tert-butyl (R)-(5-cyano-2,3-dihydro-1H-inden-1-yl)carbamate C(#N)C=1C=C2CC[C@H](C2=CC1)NC(OC(C)(C)C)=O